2,3-bis[amino[(2-aminophenyl)thio]methylene]-butanedinitrile NC(SC1=C(C=CC=C1)N)=C(C#N)C(C#N)=C(SC1=C(C=CC=C1)N)N